5-(3-chloro-4-cyclopropyl-phenyl)-7-methyl-indan-1-ol ClC=1C=C(C=CC1C1CC1)C=1C=C2CCC(C2=C(C1)C)O